(S)-2-amino-3-hydroxypropionic acid N[C@H](C(=O)O)CO